carbonyl-4-(hydroxymethylphosphono)butyric acid C(=O)=C(C(=O)O)CCP(=O)(OCO)O